8-chloro-dibenzo[b,f][1,4]oxazepine ClC1=CC2=C(OC3=C(C=N2)C=CC=C3)C=C1